6-(3,4-dichlorophenyl)-4-(N,N-dimethylaminoethylthio)-2-phenyl-pyrimidine ClC=1C=C(C=CC1Cl)C1=CC(=NC(=N1)C1=CC=CC=C1)SCCN(C)C